4-(6-((1-acetyl-2,3-dihydro-1H-pyrido[2,3-b][1,4]oxazin-7-yl)amino)pyridin-3-yl)-N,N-dimethylbenzamide C(C)(=O)N1C2=C(OCC1)N=CC(=C2)NC2=CC=C(C=N2)C2=CC=C(C(=O)N(C)C)C=C2